NC(COCC(OCC(C)N)C)C 1,8-diamino-1,5,8-trimethyl-3,6-dioxaoctane